COC(=O)[C@@H]1CC[C@H](CC1)NC(=O)OC(C)(C)C Trans-4-(tert-butoxycarbonylamino)cyclohexanecarboxylic acid methyl ester